4-((5-chloro-6-oxopyridazin-1(6H)-yl)methyl)piperidine-1-carboxylic acid tert-butyl ester C(C)(C)(C)OC(=O)N1CCC(CC1)CN1N=CC=C(C1=O)Cl